α-azaasparagine NN(CC(N)=O)C(=O)O